D-2-chloro-5-(5-chloro-1-methyl-1H-pyrazol-4-yl)-N-(2,4-dimethoxybenzyl)pyrimidin-4-amine ClC1=NC=C(C(=N1)NCC1=C(C=C(C=C1)OC)OC)C=1C=NN(C1Cl)C